8-[4-[3-(difluoromethoxy)azetidin-1-yl]-2-methyl-anilino]-3-hydroxy-3,5-dihydro-2H-1,5-benzoxazepin-4-one FC(OC1CN(C1)C1=CC(=C(NC2=CC3=C(NC(C(CO3)O)=O)C=C2)C=C1)C)F